FC(C1=NN=C(O1)C1=CC=C(CN(S(=O)(=O)C2CCN(CC2)C(=O)OC(C)(C)C)C=2C=C(C=CC2)C)C=C1)F tert-butyl 4-(N-(4-(5-(difluoromethyl)-1,3,4-oxadiazol-2-yl)benzyl)-N-(m-tolyl)sulfamoyl)piperidine-1-carboxylate